Cl.N[C@@H](C)C(=O)OCCC 1-propyl L-alaninate Hydrochloride